Cl.ClC1=C(C=C(C=C1)C(N1[C@@H](CN[C@H](C1)C)C)C1CC(C1)(F)F)F (2R,5S)-1-((4-Chloro-3-fluorophenyl)(3,3-difluorocyclobutyl)methyl)-2,5-dimethylpiperazine hydrochloride